FC(C1C=2N(CCC1)N=C(C2)CO)(F)F (4-(trifluoromethyl)-4,5,6,7-tetrahydropyrazolo[1,5-a]pyridin-2-yl)methanol